1-(N'-methyl-N-diazepanyl)-3-methylenepent-4-ene CN1N(CCCCC1)CCC(C=C)=C